(2-benzyl) 2-thiophenecarboxylate S-ethyl-3,6-dichloropyridine-2-thiocarboxylate C(C)S=C(O)C1=NC(=CC=C1Cl)Cl.S1C(=CC=C1)C(=O)OCC1=CC=CC=C1